FC1=C(C=C(C(=C1CCC(=O)O)F)C)C1=C(C=C(C=C1C)C(F)(F)F)C 3-(2,4-difluoro-2',5,6'-trimethyl-4'-(trifluoromethyl)biphenyl-3-yl)propanoic acid